(2R,3S,4S)-4-hydroxy-2-[(4-methoxyphenyl)methyl]pyrrolidin-3-yl 2-(4-chlorophenyl)acetate ClC1=CC=C(C=C1)CC(=O)O[C@H]1[C@H](NC[C@@H]1O)CC1=CC=C(C=C1)OC